(3E)-1-bromo-15,15-dimethoxy-3-pentadecene BrCC\C=C\CCCCCCCCCCC(OC)OC